N-((5-chloropyridin-2-yl)(cyclobutyl)methyl)-2-(2,6-dioxopiperidin-3-yl)-1-oxoisoindoline-5-carboxamide ClC=1C=CC(=NC1)C(NC(=O)C=1C=C2CN(C(C2=CC1)=O)C1C(NC(CC1)=O)=O)C1CCC1